3-(1-oxo-5-((4-(pyridin-4-yl)piperazin-1-yl)methyl)isoindolin-2-yl)piperidine-2,6-dione O=C1N(CC2=CC(=CC=C12)CN1CCN(CC1)C1=CC=NC=C1)C1C(NC(CC1)=O)=O